2,6-Bis(ethoxycarbonyl)cyclohexane-1,4-dione C(C)OC(=O)C1C(C(CC(C1)=O)C(=O)OCC)=O